FC1=C(C=CC(=C1)F)[C@@H]1N(CCC1)C1=NC=2N(C=C1)N=CC2C2=CC=CC(=N2)N2CCC(CC2)N(C)CC=2C=C(C=CC2)N2C(NC(CC2)=O)=O (R)-1-(3-(((1-(6-(5-(2-(2,4-difluorophenyl)pyrrolidin-1-yl)pyrazolo[1,5-a]pyrimidin-3-yl)pyridin-2-yl)piperidin-4-yl)(methyl)amino)methyl)phenyl)dihydropyrimidine-2,4(1H,3H)-dione